(2R,6S)-1-((6-methoxypyridin-3-yl)methyl)-2,6-dimethylpiperazine COC1=CC=C(C=N1)CN1[C@@H](CNC[C@@H]1C)C